1-[(3,6-dichloro-2-methoxybenzoyl)oxy]piperidine ClC=1C(=C(C(=O)ON2CCCCC2)C(=CC1)Cl)OC